BrC1=C(N=C(N=N1)N[C@H]1CNCCC1)C1CC1 (R)-3-((6-bromo-5-cyclopropyl-1,2,4-triazin-3-yl)amino)piperidin